N(=[N+]=[N-])CCOCCOCCO[C@@H]1O[C@@H]([C@@H]([C@@H]([C@H]1NC(C)=O)O)O)CO N-((2R,3R,4R,5R,6R)-2-(2-(2-(2-azidoethoxy)ethoxy)ethoxy)-4,5-dihydroxy-6-(hydroxymethyl)tetrahydro-2H-pyran-3-yl)acetamide